6-((tert-Butoxycarbonyl)amino)quinoline-3-carboxylic acid C(C)(C)(C)OC(=O)NC=1C=C2C=C(C=NC2=CC1)C(=O)O